C(C)(C)(C)OC(=O)N1CCC(CCC1)N1N=NC(=C1C)C(=O)O 1-(1-tert-Butoxycarbonylazepan-4-yl)-5-methyl-triazole-4-carboxylic acid